cetyl-dimethyl-lauryl-ammonium chloride [Cl-].C(CCCCCCCCCCCCCCC)[N+](CCCCCCCCCCCC)(C)C